I(=O)(=O)(=O)[O-].[Ag+] silver(I) periodate